L-5,7-difluoro-3,4-dihydronaphthalen-2(1H)-one FC1=C2CCC(CC2=CC(=C1)F)=O